N=C(CCCSCCC(=O)OCCCCCCCCCCCCCC)NCCNC(CCCSCCC(=O)OCCCCCCCCCCCCCC)=N ditetradecyl 8,13-diimino-4,17-dithia-9,12-diazaicosanedioate